The molecule is an apo carotenoid compound arising from oxidative degradation of the beta,beta-carotene skeleton at the 10'-position. It is an enal and an apo carotenoid. CC1=C(C(CCC1)(C)C)/C=C/C(=C/C=C/C(=C/C=C/C=C(\\C)/C=C/C=O)/C)/C